N-[(1S)-2-[4-[3,5-dimethyl-1-(2-trimethylsilylethoxymethyl)pyrazol-4-yl]anilino]-1-(4-methylcyclohexyl)-2-oxo-ethyl]-2-(3-methylsulfinylpropyl)pyrazole-3-carboxamide CC1=NN(C(=C1C1=CC=C(NC([C@H](C2CCC(CC2)C)NC(=O)C=2N(N=CC2)CCCS(=O)C)=O)C=C1)C)COCC[Si](C)(C)C